[Si](C)(C)(C(C)(C)C)OCC#CC1(COC1)NS(=O)C(C)(C)C N-[3-[3-[tert-butyl(dimethyl)silyl]oxyprop-1-ynyl]oxetan-3-yl]-2-methyl-propane-2-sulfinamide